(NZ,R)-N-[1'-(7-bromo-6-methyl-pyrazolo[1,5-a]pyrazin-4-yl)-6-methoxy-spiro[indane-2,4'-piperidine]-1-ylidene]-2-methyl-propane-2-sulfinamide BrC1=C(N=C(C=2N1N=CC2)N2CCC1(CC2)/C(/C2=CC(=CC=C2C1)OC)=N/[S@](=O)C(C)(C)C)C